NC(CN(CCO)CCO)C 2,2'-[(2-aminopropyl)imino]diethanol